CC=1N=C(NC(C1)=O)N1CC2(C=3C=NC(=CC31)NC(C)=O)CC2 N-(1'-(4-Methyl-6-oxo-1,6-dihydropyrimidin-2-yl)-1',2'-dihydrospiro[cyclopropane-1,3'-pyrrolo[3,2-c]pyridin]-6'-yl)acetamide